(3R)-3-{[7-bromo-2-(4-fluorophenyl)[1,2,4]triazolo[1,5-c]quinazolin-5-yl]amino}piperidin-2-one BrC1=CC=CC=2C=3N(C(=NC12)N[C@H]1C(NCCC1)=O)N=C(N3)C3=CC=C(C=C3)F